2-({6-[(1,3-benzothiazol-2-yl)amino]-5-methylpyridazin-3-yl}(methyl)amino)-5-(3-{4-[3-(dimethylamino)prop-1-yn-1-yl]-2-fluorophenoxy}-2-methoxypropyl)-1,3-thiazole-4-carboxylic acid S1C(=NC2=C1C=CC=C2)NC2=C(C=C(N=N2)N(C=2SC(=C(N2)C(=O)O)CC(COC2=C(C=C(C=C2)C#CCN(C)C)F)OC)C)C